(R)-1-((4-hydroxy-1-(3-phenylbutyryl)piperidin-4-yl)methyl)-4-phenyl-[3,3'-Bipyridine]-6(1H)-one OC1(CCN(CC1)C(C[C@@H](C)C1=CC=CC=C1)=O)CN1C=C(C(=CC1=O)C1=CC=CC=C1)C=1C=NC=CC1